7-ethoxy-N-(5-(furan-2-yl)-2-methoxyphenyl)-6-(piperidin-4-yloxy)quinazolin-4-amine C(C)OC1=C(C=C2C(=NC=NC2=C1)NC1=C(C=CC(=C1)C=1OC=CC1)OC)OC1CCNCC1